N-tert.-Butyl-4-[[2-(2-fluorophenyl)acetyl]amino]pyridin C(C)(C)(C)N1CC=C(C=C1)NC(CC1=C(C=CC=C1)F)=O